FC1=C(C(=CC=C1)N)NCC=1C=NC=NC1 3-fluoro-N2-(pyrimidin-5-ylmethyl)benzene-1,2-diamine